C(C(=C)C)(=O)OC1[C@@]2(C(C=C[C@H]2[C@@H](C[C@H]2OC(C([C@H]21)=C)=O)C)=O)C (3aR,4aR,7aR,8R,9aR)-4a,8-dimethyl-3-methylene-2,5-dioxo-2,3,3a,4,4a,5,7a,8,9,9a-decahydroazuleno[6,5-b]furan-4-yl methacrylate